C(C1=CC=CC=C1)(C1=CC=CC=C1)(C1=CC=CC=C1)OCCOCCO 2-(2-(trityloxy)ethoxy)ethanol